2-[(5'S,7a'R)-5'-(3,5-difluorophenyl)-3'-oxotetrahydro-1H,3'H-spiro[piperidine-4,2'-pyrrolo[2,1-b][1,3]oxazol]-1-yl]pyrimidine-4-carbonitrile FC=1C=C(C=C(C1)F)[C@@H]1CC[C@H]2OC3(C(N21)=O)CCN(CC3)C3=NC=CC(=N3)C#N